4,4,4-trifluoro-3-methylbutyraldehyde FC(C(CC=O)C)(F)F